COC1C(CN(CC1)C(=O)OC(C)(C)C)(C(=O)OC)C 1-(tert-butyl) 3-methyl 4-methoxy-3-methylpiperidine-1,3-dicarboxylate